2-(3-(2-(tert-butylsulfonyl)-5-oxo-7,8-dihydropyrido[4,3-d]pyrimidin-6(5H)-yl)propionamido)-N4-methylsuccinamide C(C)(C)(C)S(=O)(=O)C=1N=CC2=C(N1)CCN(C2=O)CCC(=O)NC(C(=O)N)CC(=O)NC